heptadecan-9-yl 8-[(2-hydroxyethyl)({8-[(9-methyldecyl)oxy]-8-oxooctyl})amino]octanoate OCCN(CCCCCCCC(=O)OC(CCCCCCCC)CCCCCCCC)CCCCCCCC(=O)OCCCCCCCCC(C)C